2-[(5-chloro-2,2-difluoro-1,3-benzoxathiol-6-yl)methyl]-4,4-dimethyl-isoxazolidin-3-one ClC=1C(=CC2=C(SC(O2)(F)F)C1)CN1OCC(C1=O)(C)C